4-(methoxy-d3-cyclohexyl)pyrrolo[2,1-f][1,2,4]triazin-2-amine C(OC1(CCCCC1)C1=NC(=NN2C1=CC=C2)N)([2H])([2H])[2H]